4-methyl-N-((3-methyl-2-(pyridin-2-yl)-1H-indol-5-yl)methyl)pyrimidine-5-carboxamide CC1=NC=NC=C1C(=O)NCC=1C=C2C(=C(NC2=CC1)C1=NC=CC=C1)C